6-(3-cyanopyrrolo[1,2-b]pyridazin-7-yl)-4-(((3S,6R)-6-(5-(difluoromethyl)-1,3,4-oxadiazol-2-yl)tetrahydro-2H-pyran-3-yl)amino)-N-((R)-2-fluoro-3-hydroxy-3-methylbutyl)nicotinamide C(#N)C1=CC=2N(N=C1)C(=CC2)C2=NC=C(C(=O)NC[C@H](C(C)(C)O)F)C(=C2)N[C@@H]2CO[C@H](CC2)C=2OC(=NN2)C(F)F